C(C)(C)(C)OC(=O)N1CCC(CC1)N1N=C2C(=N1)C=C(C=C2F)B2OC(C(O2)(C)C)(C)C.ClCC(=O)NC2=CC=C(C=C2)OC2=CC(=CC=C2)F 2-chloro-N-(4-(3-fluorophenoxy)phenyl)acetamide Tert-butyl-4-[4-fluoro-6-(4,4,5,5-tetramethyl-1,3,2-dioxaborolan-2-yl)benzotriazol-2-yl]piperidine-1-carboxylate